ethyl 6-ethyl-4-(methoxymethyl)-9H-pyrido[3,4-b]indole-3-carboxylate C(C)C=1C=C2C3=C(NC2=CC1)C=NC(=C3COC)C(=O)OCC